N-(3-aminopropyl)-amine NCCCN